C(C1=CC=CC=C1)OC(=O)N[C@@H]1C(N(CC1)[C@@H]1[C@@H](C[C@@H](CC1)N(C)C(C)C)NC(OC(C)(C)C)=O)=O tert-Butyl ((1R,2S,5R)-2-((S)-3-(((benzyloxy)carbonyl)amino)-2-oxopyrrolidin-1-yl)-5-(isopropyl(methyl)amino)cyclohexyl)carbamate